C(C1=CC=CC=C1)N(CC(C)O)CC(O)C=1C=NN(C1)C1CC1 1-(benzyl(2-(1-cyclopropyl-1H-pyrazol-4-yl)-2-hydroxyethyl)amino)propan-2-ol